3-{5-[3-(2-Chloro-phenyl)-5-methyl-isoxazol-4-yl]-[1,2,4]oxadiazol-3-yl}-benzoic acid ClC1=C(C=CC=C1)C1=NOC(=C1C1=NC(=NO1)C=1C=C(C(=O)O)C=CC1)C